NC1NC(CC(C1)Cl)=O 2-amino-4-chloro-6-oxo-piperidine